2-chloro-N-(3-hydroxy-3-phenylbutyl)acetamide ClCC(=O)NCCC(C)(C1=CC=CC=C1)O